ClC=1C=NNC(C1)=O 4-chloro-6-oxopyridazin